(benzofuran-3-yl)dihydropyrimidine-2,4(1H,3H)-dione O1C=C(C2=C1C=CC=C2)N2C(NC(CC2)=O)=O